5-((4-fluorobenzyl)thio)-N-(prop-2-yn-1-yl)-1,2,3,4-tetrahydronaphthalen-1-amine FC1=CC=C(CSC2=C3CCCC(C3=CC=C2)NCC#C)C=C1